FC=1C=C(C=CC1F)[C@H]1[C@@H](CN(C1)CCOC)NC(=O)NC1=C(C(=NN1C1=CC=CC=C1)C)OC 1-((3S,4R)-4-(3,4-difluorophenyl)-1-(2-methoxyethyl)pyrrolidin-3-yl)-3-(4-methoxy-3-methyl-1-phenyl-1H-pyrazol-5-yl)urea